ClC1=C(C(=C(C=C1OC)OC)Cl)C1=CC2=C(N=C(N=C2)N[C@@H]2COCC[C@@H]2NC(C=C)=O)C=N1 N-((3S,4S)-3-((6-(2,6-dichloro-3,5-dimethoxyphenyl)pyrido[3,4-d]pyrimidin-2-yl)amino)tetrahydro-2H-pyran-4-yl)acrylamide